1-(Tetrahydro-2H-pyran-4-yl)ethane-1-amine hydrochloride Cl.O1CCC(CC1)C(C)N